(3R,5S)-3-hydroxy-5-methylpiperidin O[C@H]1CNC[C@H](C1)C